BrC=1C=C(C=NC1)C(CC)NS(=O)C(C)(C)C N-(1-(5-bromopyridin-3-yl)propyl)-2-methylpropane-2-sulfinamide